COC(SC1=CC=C(C=C1)C)SC1=CC=C(C=C1)C methoxy{bis[(4-methylphenyl)thio]}methane